NC1=C(C=CC2=CC=CC=C12)N=NC=1C=NC(=CC1)C1=CC(=CC=C1)Cl 4-Amino-3-[6-(3-chlorophenyl)pyridin-3-ylazo]naphthalin